3-(6-((2-azaspiro[4.5]dec-8-yl)amino)-1-methyl-1H-indazol-3-yl)piperidine-2,6-dione C1NCCC12CCC(CC2)NC2=CC=C1C(=NN(C1=C2)C)C2C(NC(CC2)=O)=O